C(C=C)OC(COC1=CC=CC=C1)C (2-(allyloxy)propoxy)benzene